O1CCN(CC1)[C@H]1CC[C@H](CC1)NC1=NN2C(C=N1)=C(C=C2)C=2C=CC=1N(C2)C(=CN1)C(=O)N1CCCC1 (6-(2-((cis-4-morpholinocyclohexyl)amino)pyrrolo[2,1-f][1,2,4]triazin-5-yl)imidazo[1,2-a]pyridin-3-yl)(pyrrolidin-1-yl)methanone